BrC1=CC=C(C=C1)C1(CC1)N1C(CCCC1)=O 1-(1-(4-bromophenyl)cyclopropyl)piperidin-2-one